C(N)(=N)C=1C=C(SC1)[C@H](NC(=O)[C@H]1N(CC2(OCCO2)C1)C(CNC(CCCOC1=CC=CC=C1)=O)=O)C1CCCC1 (S)-N-((R)-(4-carbamimidoylthiophen-2-yl)(cyclopentyl)methyl)-7-((4-phenoxybutanoyl)glycyl)-1,4-dioxa-7-azaspiro[4.4]nonane-8-carboxamide